Pyrazine-3-one formate C(=O)O.N=1CC(N=CC1)=O